NC1=C(C=CC(=C1)CN1CCN(CC1)C=1C(=NC(=CC1)C(NC)=O)C)C1=C(N=CN1)C(=O)OC methyl 5-(2-amino-4-((4-(2-methyl-6-(methylcarbamoyl) pyridin-3-yl) piperazin-1-yl) methyl) phenyl)-1H-imidazole-4-carboxylate